1-Fluoro-2,4,6-trimethyl-pyridinium triflate [O-]S(=O)(=O)C(F)(F)F.F[N+]1=C(C=C(C=C1C)C)C